NC=1N=NC(=CC1OC1CN(CCC1)C=1C=C(C=CC1)N1CCN(CC1)C(=O)OC(C)(C)C)C1=C(C=CC=C1)O tert-butyl 4-(3-(3-((3-amino-6-(2-hydroxyphenyl)pyridazin-4-yl)oxy)piperidin-1-yl)phenyl)piperazine-1-carboxylate